NCCNC1=CC=C(C=2C(C3=CC=CC=C3C(C12)=O)=O)NCCN 1,4-bis((2-aminoethyl)amino)anthracene-9,10-dione